1,4-naphthoquinone palladium(0) [Pd].C1(C=CC(C2=CC=CC=C12)=O)=O